benzo[h]isoquinoline C1=NC=CC2=CC=C3C(=C12)C=CC=C3